2-hydroxy-4-(6-hydroxyhexyloxy)benzophenone OC1=C(C(=O)C2=CC=CC=C2)C=CC(=C1)OCCCCCCO